(1r,4r)-4-(3-Chloroanilino)-6'-[2-(1-methylpiperidin-2-yl)ethoxy]-2'-(3-phenoxyphenyl)-2',3'-dihydrospiro[cyclohexane-1,1'-indene]-4-carboxylic acid ClC=1C=C(NC2(CCC3(C(CC4=CC=C(C=C34)OCCC3N(CCCC3)C)C3=CC(=CC=C3)OC3=CC=CC=C3)CC2)C(=O)O)C=CC1